6-bromo-2,3-dihydro-1H-pyrrolizin-1-one BrC1=CN2CCC(C2=C1)=O